6-(5-isopropyl-3-(1-(oxetan-3-yl)piperidin-4-yl)-1H-indazol-6-yl)-8-methyl-[1,2,4]triazolo[1,5-a]pyridine C(C)(C)C=1C=C2C(=NNC2=CC1C=1C=C(C=2N(C1)N=CN2)C)C2CCN(CC2)C2COC2